(2S,4R)-4-fluoro-N-[(S)-[3-fluoro-4-(propan-2-yl)phenyl](phenyl)methyl]-1-[2-(4-methyl-1H-1,2,3-triazol-1-yl)acetyl]pyrrolidine-2-carboxamide F[C@@H]1C[C@H](N(C1)C(CN1N=NC(=C1)C)=O)C(=O)N[C@@H](C1=CC=CC=C1)C1=CC(=C(C=C1)C(C)C)F